2,5-difluoro-3-{8-fluoro-5-[(2S)-2-methylazetidin-1-yl]-2-(methyl-sulfanyl)pyrido[4,3-d]pyrimidin-7-yl}-N,N-bis[(4-methoxyphenyl)methyl]-4-(trifluoromethyl)aniline FC1=C(N(CC2=CC=C(C=C2)OC)CC2=CC=C(C=C2)OC)C=C(C(=C1C1=C(C=2N=C(N=CC2C(=N1)N1[C@H](CC1)C)SC)F)C(F)(F)F)F